FC1=C(C2=C(C=C(C=C2C=C1)OCOC)C1=C(C=2N=C(N=C(C2C=N1)C1=CC(=CC=C1)F)S(=O)(=O)C)F)C#C[Si](C(C)C)(C(C)C)C(C)C 2-[2-fluoro-8-[8-fluoro-4-(3-fluorophenyl)-2-methylsulfonyl-pyrido[4,3-d]pyrimidin-7-yl]-6-(methoxymethoxy)-1-naphthyl]ethynyl-triisopropyl-silane